2-Methyl-5-(4,4,5,5-tetramethyl-1,3,2-dioxaborolan-2-yl)-4-(trifluoromethyl)-2H-indazole CN1N=C2C=CC(=C(C2=C1)C(F)(F)F)B1OC(C(O1)(C)C)(C)C